C(C=C)(=O)N1C[C@@H]2COC3=C(C(N2CC1)=O)C(=NC(=C3Cl)C3=C(C=CC=C3)F)N3C(C[C@H](C3)N3CCN(CC3)C)(C)C (R)-8-acryloyl-4-chloro-1-((R)-2,2-dimethyl-4-(4-methylpiperazin-1-yl)pyrrolidin-1-yl)-3-(2-fluorophenyl)-6,6a,7,8,9,10-hexahydro-12H-pyrazino[2,1-c]pyrido[3,4-f][1,4]oxazepin-12-one